6-amino-9-(2,4-dicarboxyphenyl)-4,5-disulfo-3H-xanthen NC=1C(=C2OC3=C(CC=CC3=C(C2=CC1)C1=C(C=C(C=C1)C(=O)O)C(=O)O)S(=O)(=O)O)S(=O)(=O)O